di(2-ethylhexyl)amine hydrofluoride F.C(C)C(CNCC(CCCC)CC)CCCC